N-(3-chloro-2-methylphenyl)-7-methoxy-2-(tetrahydro-2H-pyran-4-yl)imidazo[1,2-a]pyridine-6-carboxamide ClC=1C(=C(C=CC1)NC(=O)C=1C(=CC=2N(C1)C=C(N2)C2CCOCC2)OC)C